BrC1=CC=CC(=N1)\C(=C/C(=O)[O-])\C (Z)-3-(6-bromopyridin-2-yl)but-2-enoate